9-(3-amino-3-oxopropyl)-6-(1H-imidazol-1-yl)-9H-carbazole-2-carboxylic acid NC(CCN1C2=CC=C(C=C2C=2C=CC(=CC12)C(=O)O)N1C=NC=C1)=O